4-(2-(4-bromo-2-fluorophenyl)propan-2-yl)thiazol-2-amine BrC1=CC(=C(C=C1)C(C)(C)C=1N=C(SC1)N)F